N1=NC(=CC2=C1C1=C(CCC2)C=CC=C1)N1N=C(N=C1NC1=CC=C(C=C1)CN1CCN(CC1)C1CCCC1)N 1-(6,7-dihydro-5H-benzo[6,7]cyclohepta[1,2-c]pyridazin-3-yl)-N5-(4-((4-cyclopentylpiperazinyl)methyl)phenyl)-1H-1,2,4-triazole-3,5-diamine